phthalimidoperoxyacetic acid C1(C=2C(C(N1CC(=O)OO)=O)=CC=CC2)=O